O1C=NC2=C1C=CC(=C2)NC(C2=C(C(=CC=C2)Cl)Cl)=O N-Benzooxazol-5-yl-2,3-dichloro-benzamide